O=CCCCCCCCCCCC(=O)N 12-oxo-dodecanamide